(2,4-di-tert-butylphenyl) 4,4-biphenyldiphosphonite C1(=CCC(C=C1)(P(OC1=C(C=C(C=C1)C(C)(C)C)C(C)(C)C)[O-])P([O-])[O-])C1=CC=CC=C1